2-fluoro-1-(3-((2-(4-(trifluoromethyl)phenyl)quinazolin-4-yl)amino)azetidin-1-yl)prop-2-en-1-one FC(C(=O)N1CC(C1)NC1=NC(=NC2=CC=CC=C12)C1=CC=C(C=C1)C(F)(F)F)=C